1-[4-(hydroxymethyl)-3-methoxyphenyl]-1,3,3-trimethylurea OCC1=C(C=C(C=C1)N(C(=O)N(C)C)C)OC